1-(4-fluorophenyl)cyclobutanol FC1=CC=C(C=C1)C1(CCC1)O